NC(C(=O)O)(CCCCB(O)O)CCN1CCNCC1 2-amino-6-borono-2-(2-(piperazin-1-yl)ethyl)hexanoic acid